C(C)OC1=NC=CC=C1C1=NC(=C(C=C1)C1CCN(CC1)C1=C(C#N)C=C(C=C1)C(F)(F)F)OCCNC 2-(4-(2'-ethoxy-6-(2-(methylamino)ethoxy)-[2,3'-bipyridin]-5-yl)piperidin-1-yl)-5-(trifluoromethyl)benzonitrile